N-[(3-amino-4-bromophenyl)methyl]-N-(1,1-dioxo-2,3-dihydro-1λ6-benzothiophen-7-yl)-6-(tri-fluoromethyl)pyridine-3-carboxamide NC=1C=C(C=CC1Br)CN(C(=O)C=1C=NC(=CC1)C(F)(F)F)C1=CC=CC=2CCS(C21)(=O)=O